tert-butyl (3-(4-(4-(quinoxalin-2-yl)-1H-pyrazol-1-yl)piperidin-1-yl)phenyl)glycinate N1=C(C=NC2=CC=CC=C12)C=1C=NN(C1)C1CCN(CC1)C=1C=C(C=CC1)NCC(=O)OC(C)(C)C